4,4'-di-tert-butyl-biphenyl C(C)(C)(C)C1=CC=C(C=C1)C1=CC=C(C=C1)C(C)(C)C